FC=1C=C(C=CC1)N(S(=O)(=O)C)CC1=NC=C(C=C1)C(=O)NN N-(3-fluorophenyl)-N-((5-(hydrazinecarbonyl)pyridin-2-yl)methyl)methanesulfonamide